2,2'-(1,3-phenylene)dioxirane methyl-2-(9-((4-(aminomethyl)phenyl)carbamoyl)-4,5-dihydrobenzo[b]thieno[2,3-d]oxepin-8-yl)benzoate COC(C1=C(C=CC=C1)C=1C(=CC2=C(OCCC3=C2SC=C3)C1)C(NC1=CC=C(C=C1)CN)=O)=O.C1(=CC(=CC=C1)C1OC1)C1OC1